NC1=CC=C(N=N1)C=1C=C(C=C(C1)Cl)[C@@H]1COCCN1C(C=C)=O (R)-1-(3-(3-(6-aminopyridazin-3-yl)-5-chlorophenyl)morpholino)prop-2-en-1-one